BrC=1C(=C(C=NC1)C1=NC=C(C=C1F)Cl)C 2-(5-bromo-4-methyl-3-pyridinyl)-5-chloro-3-fluoro-pyridine